tert-Butyl 4-methoxy-6-azaspiro[2.5]octane-6-carboxylate COC1C2(CC2)CCN(C1)C(=O)OC(C)(C)C